5-(2-amino-[1,2,4]triazolo[1,5-a]pyridin-7-yl)-2,6-dimethylnicotinic acid NC1=NN2C(C=C(C=C2)C=2C(=NC(=C(C(=O)O)C2)C)C)=N1